tert-Butyl N-[(1S)-1-[2-(6-cyanopyrimidin-4-yl)-5-cyclopropyl-1,2,4-triazol-3-yl]ethyl]carbamate C(#N)C1=CC(=NC=N1)N1N=C(N=C1[C@H](C)NC(OC(C)(C)C)=O)C1CC1